FC(CN1N=CC=2C1=NC(=CN2)N2CC1(C2)CN(CCC1)C1=NC=C(C=C1)C(F)(F)F)F 2-[1-(2,2-difluoroethyl)-1H-pyrazolo[3,4-b]pyrazin-6-yl]-6-[5-(trifluoromethyl)pyridin-2-yl]-2,6-diazaspiro[3.5]nonane